N-(3-(3,3-Difluorocyclobutyl)propyl)-4-(4-methylpiperazin-1-yl)-1H-benzo[d]imidazole-1-carboxamide FC1(CC(C1)CCCNC(=O)N1C=NC2=C1C=CC=C2N2CCN(CC2)C)F